N1,N1-dimethyl-N3-(pyrazino[1',2':1,5]pyrazolo[4,3-c][2,6]naphthyridin-5-yl)propane-1,3-diamine CN(CCCNC1=NC=2C(C3=CN=CC=C13)=NN1C2C=NC=C1)C